6-((((3-(hydroxymethyl)bicyclo[3.1.0]hexan-3-yl)methyl)amino)methyl)-2-(3-((1r,3r)-3-methoxy-1-(4-methyl-4H-1,2,4-triazol-3-yl)cyclobutyl)phenyl)-4-(trifluoromethyl)isoindolin-1-one OCC1(CC2CC2C1)CNCC1=CC(=C2CN(C(C2=C1)=O)C1=CC(=CC=C1)C1(CC(C1)OC)C1=NN=CN1C)C(F)(F)F